(S)-3-(4-(2-cycloheptyl-2-(1-methyl-1H-pyrazole-5-carboxamido)acetamido)phenyl)-2,4-dimethylpyridine 1-oxide C1(CCCCCC1)[C@@H](C(=O)NC1=CC=C(C=C1)C=1C(=[N+](C=CC1C)[O-])C)NC(=O)C1=CC=NN1C